N-cyclohexylcarbonyl-L-aspartic acid disodium salt [Na+].[Na+].C1(CCCCC1)C(=O)N[C@@H](CC(=O)[O-])C(=O)[O-]